4-(3-isopropyl-4-(4-(1-methyl-1H-pyrazol-4-yl)-1H-imidazol-1-yl)-1H-pyrazolo[3,4-b]pyridin-1-yl)-2-((4-(piperidin-4-ylmethyl)piperazin-1-yl)methyl)benzamide C(C)(C)C1=NN(C2=NC=CC(=C21)N2C=NC(=C2)C=2C=NN(C2)C)C2=CC(=C(C(=O)N)C=C2)CN2CCN(CC2)CC2CCNCC2